3,3',3''-(oxo-phosphinetriyl)tripropionitrile O=P(CCC#N)(CCC#N)CCC#N